C(C)OC(C[C@H](CCCN1C(=NC=C1)[N+](=O)[O-])NC(=O)OC(C)(C)C)=O.CC1=CC=C(C=C1)N1C=NC2=C1C=CC=C2 1-(4-methylphenyl)benzimidazole ethyl-(S)-3-((tert-butoxycarbonyl)amino)-6-(2-nitro-1H-imidazol-1-yl)hexanoate